para-chloro-toluene ClC1=CC=C(C)C=C1